Tribromotrifluoropropene BrC(=C(Br)Br)C(F)(F)F